Butyldiphenyl-chlorosilane C(CCC)[Si](Cl)(C1=CC=CC=C1)C1=CC=CC=C1